Cl.N1CCC(CC1)OC1=C(C#N)C=CC=N1 2-(piperidin-4-yloxy)nicotinonitrile hydrochloride